5,7-dibromotryptophan BrC1=CC(=C2NC=C(C[C@H](N)C(=O)O)C2=C1)Br